OC1=C(C(=O)O)C(=CC(=C1)O)CCCCC 2,4-dihydroxyl-6-amyl-benzoic acid